ClC1=C(C=2N(C=C1)C(=CN2)C2=CC(=C(N=N2)O)C(F)(F)F)I 6-(7-chloro-8-iodoimidazo[1,2-a]pyridin-3-yl)-4-(trifluoromethyl)pyridazin-3-ol